C12(CC(C1)C2)C(=O)N2[C@H]([C@H](C(C2)(F)F)NS(=O)(=O)CC)CC=2C(=C(C=CC2)C2=CC(=CC=C2)OC)F N-{(2S,3R)-1-(bicyclo[1.1.1]pentane-1-carbonyl)-4,4-difluoro-2-[(2-fluoro-3'-methoxy[1,1'-biphenyl]-3-yl)methyl]-pyrrolidin-3-yl}ethanesulfonamide